NC1=C(C=C(C(=C1)N1N=C(N=N1)CC)F)SC[C@@H](C(=O)O)NC(=O)OC(C)(C)C (2R)-3-[2-amino-4-(5-ethyltetrazol-2-yl)-5-fluoro-phenyl]sulfanyl-2-(tert-butoxycarbonylamino)propanoic acid